2-((4,5-dihydro-1H-imidazol-2-yl)methyl)-7-isopropoxy-1'-((1s,4s)-4-isopropylcyclohexyl)-1,2-dihydro-3H-spiro[isoquinoline-4,4'-piperidin]-3-one N1C(=NCC1)CN1CC2=CC(=CC=C2C2(CCN(CC2)C2CCC(CC2)C(C)C)C1=O)OC(C)C